(1s,4s)-4-((5-([1,2,4]triazolo[1,5-a]pyridin-6-yl)-7H-pyrrolo[2,3-d]pyrimidin-2-yl)amino)-1-ethylcyclohexan-1-ol N=1C=NN2C1C=CC(=C2)C2=CNC=1N=C(N=CC12)NC1CCC(CC1)(O)CC